OC1=CC=C(C=C1)C(C)(C)C1=C(C=CC(=C1)C(C)(C)C1=CC=C(C=C1)O)O 2,4-Bis(4-hydroxyphenylisopropyl)phenol